C1(C=CC=C1)[Ti](C1=C(C(=CC=C1F)NC(C(COCC)(C)C)=O)F)(C1=C(C(=CC=C1F)NC(C(COCC)(C)C)=O)F)C1C=CC=C1 bis(cyclopentadienyl)bis[2,6-difluoro-3-(2,2-dimethyl-3-ethoxypropanoylamino)phenyl]titanium